CC1(NC(C[C@H]1N1C(C2=CC=CC=C2C1=O)=O)=O)C (R)-2-(2,2-Dimethyl-5-oxopyrrolidin-3-yl)isoindoline-1,3-dione